7-bromo-5-fluoro-2-(((tetrahydro-2H-pyran-4-yl)thio)methyl)quinazolin-4(3H)-one BrC1=CC(=C2C(NC(=NC2=C1)CSC1CCOCC1)=O)F